11-((3-(dimethylamino) propyl) amino)-11-oxoundecanoate CN(CCCNC(CCCCCCCCCC(=O)[O-])=O)C